Benzyl [1-(1,2-dimethyl-1H-pyrrolo[2,3-b]pyridin-4-yl)-pyrrolidin-3-ylmethyl]-(2-piperidin-1-yl-ethyl)-carbamate CN1C(=CC=2C1=NC=CC2N2CC(CC2)CN(C(OCC2=CC=CC=C2)=O)CCN2CCCCC2)C